[Nd].[Ru].[N+](=O)([O-])C1=C(C=CC=C1)N1C[C@@H](CC1)OC1=NC=C(C=C1)C(F)(F)F (R)-2-(1-(2-nitrophenyl)pyrrolidin-3-yloxy)-5-(trifluoromethyl)pyridine Ruthenium neodymium